3,6-dichloroterephthalaldehyde ClC=1C=C(C=O)C(=CC1C=O)Cl